(E)-quinolin-4(1H)-one N1C=CC(C2=CC=CC=C12)=O